3-{3-[2-(benzyloxy)ethyl]-3-methyl-6-oxo-2H,3H,6H,7H,8H-furo[2,3-e]isoindol-7-yl}piperidine-2,6-dione C(C1=CC=CC=C1)OCCC1(COC2=C3CN(C(C3=CC=C21)=O)C2C(NC(CC2)=O)=O)C